N-(4-hydroxycyclohexyl)-4-[4-[(2-oxo-1-phenyl-pyridine-3-carbonyl)amino]anilino]-1,7-naphthyridine-6-carboxamide OC1CCC(CC1)NC(=O)C=1C=C2C(=CC=NC2=CN1)NC1=CC=C(C=C1)NC(=O)C=1C(N(C=CC1)C1=CC=CC=C1)=O